(Z)-5-((5-fluoro-1-methyl-2-oxoindolin-3-ylidene)methyl)-2,4-dimethyl-N-(3-(piperazin-1-yl)propyl)-1H-pyrrole-3-carboxamide FC=1C=C2/C(/C(N(C2=CC1)C)=O)=C/C1=C(C(=C(N1)C)C(=O)NCCCN1CCNCC1)C